(2S)-1-(((1S,3R,5R)-3-aminoadamantan-1-yl)glycyl)pyrrolidine-2-carbonitrile NC12CC3(CC(C[C@H](C1)C3)C2)NCC(=O)N2[C@@H](CCC2)C#N